CC1=CC=C(CN2C(C3=CC=CC=C3[C@H]([C@@H]2C2=CC=C(C=C2)C(F)(F)F)C(=O)NC2=CC(=CC=C2)N2CCOCC2)=O)C=C1 |o1:14,15| Rel-(3R,4R)-2-(4-methylbenzyl)-N-(3-morpholinophenyl)-1-oxo-3-(4-(trifluoromethyl)phenyl)-1,2,3,4-tetrahydroisoquinoline-4-carboxamide